CC=1C=CC2=C(N(C=3CCN(CCC32)C)C)N1 2,7,10-trimethyl-5,6,7,8,9,10-hexahydropyrido[3',2':4,5]pyrrolo[2,3-d]azepine